FC=1C=C(C=CC1)C=1C=C2C(=NC=NC2=C(C1)OC)NCC=1N=NC(=CC1)C 6-(3-Fluorophenyl)-8-methoxy-N-((6-methylpyridazin-3-yl)methyl)quinazolin-4-amine